C(C1=CC=CC=C1)OC=1N(C2=NC=NC(=C2N1)NC(C1=CC=CC=C1)=O)[C@@H]1O[C@@H]([C@H](C1)O)CO N-(8-(benzyloxy)-9-((2r,4s,5r)-4-hydroxy-5-(hydroxymethyl)tetrahydrofuran-2-yl)-9H-purin-6-yl)benzamide